O1C(=CC=C1)CNC(C1=CC(=CC=C1)C=1N=NC(=CC1)N1CCCC1)=O N-(furan-2-ylmethyl)-3-(6-(pyrrolidin-1-yl)pyridazin-3-yl)benzamide